OC(C)(C)C1=CC=[N+](C=2CCCCC12)[O-] 4-(2-hydroxypropan-2-yl)-5,6,7,8-tetrahydroquinoline 1-oxide